COC=1C=C2C(C=C(NC2=CC1)C(=O)OC)=O methyl 6-methoxy-4-oxo-1,4-dihydroquinoline-2-carboxylate